BrC1=CC=C2C=C(C(=NC2=N1)N)Cl 7-bromo-3-chloro-1,8-naphthyridin-2-amine